pentachlorophenyl (3-ethyl-3-oxetylmethyl) ether C(C)C1(COC1)COC1=C(C(=C(C(=C1Cl)Cl)Cl)Cl)Cl